NC1=C2N=C(N(C2=NC=N1)[C@H]1O[C@H]([C@@H]([C@@H]1O)O)CO)NN 2-{6-amino-9-[(2S,3S,4R,5S)-3,4-dihydroxy-5-(hydroxymethyl)oxolan-2-yl]-9H-purin-8-yl}hydrazin